(5R)-N-[4-chloro-2-[[(1S)-3-(cyclopropylamino)-1-[[(3S,5R)-5-methyl-2-oxo-pyrrolidin-3-yl]methyl]-2,3-dioxo-propyl]carbamoyl]phenyl]-3-methyl-2-oxo-oxazolidine-5-carboxamide ClC1=CC(=C(C=C1)NC(=O)[C@H]1CN(C(O1)=O)C)C(N[C@H](C(C(=O)NC1CC1)=O)C[C@H]1C(N[C@@H](C1)C)=O)=O